OC[C@H]1OCC(CN(C1)C(=O)OC(C)(C)C)(C)C tert-butyl (2S)-2-(hydroxymethyl)-6,6-dimethyl-1,4-oxazepane-4-carboxylate